C(C)N1N=NC(=C1)CC=1C(=NSC1)C1=C(C=C(C=C1)F)I 1-ethyl-4-{[3-(4-fluoro-2-iodophenyl)-1,2-thiazol-4-yl]methyl}-1H-1,2,3-triazole